carbon molybdenum [Mo].[C]